C1(CC1)C1=C(NC2=CC(=CC=C2)N2N=NC(=C2)CC(C)C)C=CC(=C1)OCC1=NC=CC=C1 2-Cyclopropyl-N-{3-[4-(2-methylpropyl)-1H-1,2,3-triazol-1-yl]phenyl}-4-[(pyridin-2-yl)methoxy]aniline